6-(difluoromethoxy)-4-(6-(piperazin-1-yl)pyridin-3-yl)pyrazolo[1,5-a]pyridine-3-carbonitrile dihydrochloride Cl.Cl.FC(OC=1C=C(C=2N(C1)N=CC2C#N)C=2C=NC(=CC2)N2CCNCC2)F